COC(C)C1CCN(CC1)C(CCCC)=O (4-(1-methoxyethyl)piperidin-1-yl)pentan-1-one